C(C1=CC=CC=C1)[C@H]1N(CCN(C1)S(=O)(=O)C)C1=CC2=C(C=N1)C(=NN2C)C=2C(=C(C(=C(C2)C(F)(F)F)Cl)O)F (R)-3-(6-(2-Benzyl-4-(methylsulfonyl)piperazin-1-yl)-1-methyl-1H-pyrazolo[4,3-c]pyridin-3-yl)-6-chloro-2-fluoro-5-(trifluoromethyl)phenol